Methylen-bis-benzotriazolyltetramethylbutylphenol C=C(C(C1=C(C(=C(C(=C1C)C)C)C)O)(C1=CC=CC=2NN=NC21)C2=CC=CC=1NN=NC12)CC